Diisopropyl (S)-2-(((2E,4E)-5-phenylpenta-2,4-dienoyl)oxy)succinate C1(=CC=CC=C1)/C=C/C=C/C(=O)O[C@H](C(=O)OC(C)C)CC(=O)OC(C)C